O(C=1C=CC(=C(C(=O)N)C1)N)C=1C=CC(=C(C(=O)N)C1)N 5,5'-OXYBIS(2-AMINOBENZAMIDE)